ClC1=NC(=NC(=C1)C)OCC1=CC=C(C=C1)OC 4-chloro-2-((4-methoxybenzyl)oxy)-6-methylpyrimidine